C(C)S(=O)(=O)C=1C=C(C=NC1N1C(C=2C=CC(=NC2CC1)C(F)(F)F)=O)C1(CC1)C#N 1-[5-ethylsulfonyl-6-[5-oxo-2-(trifluoromethyl)-7,8-dihydro-1,6-naphthyridin-6-yl]-3-pyridyl]cyclopropane-carbonitrile